C(C)(C)(C)P(C1=CC=NN1C=1C(=NN(C1C1=CC=CC=C1)C1=CC=CC=C1)C1=CC=CC=C1)C(C)(C)C 5-(dit-butylphosphino)-1',3',5'-triphenyl-1,4'-bi-1H-pyrazole